4,4'-vinylidenebis[N-ethyl-N-(triethylsilyl)aniline] C(=C)(C1=CC=C(N(CC)[Si](CC)(CC)CC)C=C1)C1=CC=C(N([Si](CC)(CC)CC)CC)C=C1